BrC1=CC=C(OC2=NC=CC=N2)C=C1 2-(4-bromophenoxy)pyrimidine